C(CC(O)(C(=O)[O-])CC(=O)[O-])(=O)[O-].[Li+].[Li+].[Li+] lithium citrat